N-(8-chloro-2-oxo-3,4-dihydro-1H-quinolin-6-yl)-3-ethyl-pyridine-4-carboxamide ClC=1C=C(C=C2CCC(NC12)=O)NC(=O)C1=C(C=NC=C1)CC